C(CC\C=C/C)O cis-4-Hexenol